5-(4-(7-methyl-6-phenyl-4a,7a-dihydro-7H-pyrrolo[2,3-d]pyrimidine-5-carbonyl)piperazin-1-yl)-N-(pyridin-3-ylmethyl)pyrazine-2-carboxamide CN1C(=C(C2C1N=CN=C2)C(=O)N2CCN(CC2)C=2N=CC(=NC2)C(=O)NCC=2C=NC=CC2)C2=CC=CC=C2